ClC=1C=C2C(=NC1C1=CC=C(C=C1)C1=CC=C(C=C1)COCCOCCO)N=C(N2)OC2CCC(CC2)CC(=O)O 2-((1r,4r)-4-((6-chloro-5-(4'-((2-(2-hydroxyethoxy)ethoxy)methyl)-[1,1'-biphenyl]-4-yl)-1H-imidazo[4,5-b]pyridin-2-yl)oxy)cyclohexyl)acetic acid